Tert-butyl 4-[1-[4-[(1S)-1-[(2,2,2-trifluoroacetyl)amino]ethyl]phenyl]hex-5-enyl]piperazine-1-carboxylate FC(C(=O)N[C@@H](C)C1=CC=C(C=C1)C(CCCC=C)N1CCN(CC1)C(=O)OC(C)(C)C)(F)F